6-((3-(5-fluoropyridin-3-yl)-4-methylphenyl)carbamoyl)-6-azabicyclo[3.1.1]heptane-2-carboxylic acid FC=1C=C(C=NC1)C=1C=C(C=CC1C)NC(=O)N1C2CCC(C1C2)C(=O)O